C(=O)(OC(C)(C)C)NC1CC(C1)=O 3-(Boc-amino)-1-cyclobutanone